1-(1-(3-fluorobenzyl)-6-(4-methoxy-5H-pyrrolo[3,2-d]pyrimidin-5-yl)-1H-imidazo[4,5-b]pyridin-2-yl)azetidin-3-ol FC=1C=C(CN2C(=NC3=NC=C(C=C32)N3C=CC=2N=CN=C(C23)OC)N2CC(C2)O)C=CC1